1-amino-N-cyclopropyl-5-isopropyl-8-oxo-5,6,7,8-tetrahydropyrimido[5'',4'':4',5']pyrrolo[3',2':3,4]azepino[1,2-a]indole-11-carboxamide NC1=NC=NC2=C1C1=C(CCC(N3C1=CC=1C=CC(=CC31)C(=O)NC3CC3)=O)N2C(C)C